CNCCNC(OC(C)(C)C)=O tert-butyl (2-(methyl amino)ethyl)carbamate